N1(N=CC2=CC=CC=C12)CC1=C(C=CC=C1)B(O)O [2-(1H-INDAZOL-1-YLMETHYL)PHENYL]BORANEDIOL